N-(2,6-dimethyl-4-(2-(trifluoromethyl)-6,7-dihydropyrazolo[1,5-a]pyrazin-5(4H)-yl)phenyl)-2-(1-methylcyclopropyl)acetamide CC1=C(C(=CC(=C1)N1CC=2N(CC1)N=C(C2)C(F)(F)F)C)NC(CC2(CC2)C)=O